FC1=C(CC2(CCCCC2)CNC(=O)C2=NN(C(N2)=O)C)C=CC(=C1)F N-((1-(2,4-difluorobenzyl)cyclohexyl)methyl)-1-methyl-5-oxo-4,5-dihydro-1H-1,2,4-triazole-3-carboxamide